3-(((tert-butyldiphenylsilyl)oxy)methyl)-3H-diazirine [Si](C1=CC=CC=C1)(C1=CC=CC=C1)(C(C)(C)C)OCC1N=N1